tert-butyl 3-bromo-6,7-dichloro-2-methyl-indole-1-carboxylate BrC1=C(N(C2=C(C(=CC=C12)Cl)Cl)C(=O)OC(C)(C)C)C